C(C)(C)(C)OC(=O)N1C(OC[C@@H]1C=C1C(N(C(C1)(C)C)C(=O)OC(C)(C)C)=O)(C)C (4S)-4-{[1-(tert-butoxycarbonyl)-5,5-dimethyl-2-oxopyrrolidin-3-ylidene]Methyl}-2,2-dimethyl-1,3-oxazolidine-3-carboxylic acid tert-butyl ester